C(C)(C)(C)OC(=O)N1CC2(C1)CC(C2)COC2=COC(=CC2=O)CN2CC1=CC=CC=C1CC2 6-(((6-((3,4-dihydroisoquinolin-2(1H)-yl)methyl)-4-oxo-4H-pyran-3-yl)oxy)methyl)-2-azaspiro[3.3]heptane-2-carboxylic acid tert-butyl ester